silver-palladium-indium [In].[Pd].[Ag]